C(CCCCCCCCCCCCCCC)(=O)O palmitoic acid